OC=1C=CC=2C3(C4=CC=C(C=C4OC2C1)O)C1=CC=CC=C1C=1C=CC=CC13 3',6'-dihydroxyspiro(fluorene-9,9'-xanthene)